C(C)(C)(C)OC(=O)N1CC2(C1)CCN(CC2)C=2C1=C(N=C(N2)Cl)N=C(C(=C1)Cl)Cl tert-butyl-7-(2,6,7-trichloropyrido[2,3-d]pyrimidin-4-yl)-2,7-diazaspiro[3.5]nonane-2-carboxylate